N=1N=CN2N=C(C=CC21)N2N=CC(=C2)C=O 1-([1,2,4]triazolo[4,3-b]pyridazin-6-yl)-1H-pyrazole-4-carbaldehyde